N-(4-((4-(5-cyano-4-(trifluoromethyl)thiazol-2-yl)piperazin-1-yl)sulfonyl)phenyl)-2-(N-methylmethylsulfonamido)benzamide C(#N)C1=C(N=C(S1)N1CCN(CC1)S(=O)(=O)C1=CC=C(C=C1)NC(C1=C(C=CC=C1)N(S(=O)(=O)C)C)=O)C(F)(F)F